2,4-dimethyl-6-methylphenol CC1=C(C(=CC(=C1)C)C)O